methyl 4-[[2-(4-bromo-2-fluoro-phenyl)acetyl]amino]-3-(2-methoxyethylamino)benzoate BrC1=CC(=C(C=C1)CC(=O)NC1=C(C=C(C(=O)OC)C=C1)NCCOC)F